C(C)N1N=NC=C1C=1C=C(C=NC1)N1N=C(C=C(C1=O)C)C(=O)O 1-[5-(3-Ethyltriazol-4-yl)-3-pyridyl]-5-methyl-6-oxo-pyridazine-3-carboxylic acid